3-Bromo-2-(trideuteriomethoxymethyl)-N-[cis-3-(trifluoromethoxy)cyclobutyl]pyrazolo[1,5-a]pyrimidine-7-carboxamide BrC=1C(=NN2C1N=CC=C2C(=O)N[C@@H]2C[C@@H](C2)OC(F)(F)F)COC([2H])([2H])[2H]